N-[(1S)-1-(2,2-difluoro-1,3-benzodioxol-5-yl)ethyl]-2-methyl-propane-2-sulfinamide FC1(OC2=C(O1)C=CC(=C2)[C@H](C)NS(=O)C(C)(C)C)F